ethyl 4-(aminomethyl)-2-methylbenzoate NCC1=CC(=C(C(=O)OCC)C=C1)C